FC(C=1C=NN(C1C1=C(C=C2C(=CN(C2=C1)CC(C)(C)C)[C@@H](C(F)F)NS(=O)(=O)C1CC1)F)C)F (S)-N-(1-(6-(4-(difluoromethyl)-1-methyl-1H-pyrazol-5-yl)-5-fluoro-1-neopentyl-1H-indol-3-yl)-2,2-difluoroethyl)cyclopropanesulfonamide